phenoxycyclotriphosphazene nitrogen [N].O(C1=CC=CC=C1)P1=NP=NP=N1